C(C)(=O)N1C=CC2=C(C=CC=C12)N1C(NC2(C1)CCC(CC2)(C2=CC=CC=C2)N(C)C)=O 3-(1-acetyl-1H-indol-4-yl)-8-dimethylamino-8-phenyl-1,3-diazaspiro[4.5]decan-2-one